F\C(\C(=O)NC=1C=C2C(=NC=NC2=CC1OC)NC1=C(C=C(C(=C1)C)OC1=CC=2N(C=C1)C=CN2)OC)=C/[C@@H]2N(CCC2)C (R,Z)-2-fluoro-N-(4-((4-(imidazo[1,2-a]pyridin-7-yloxy)-2-methoxy-5-methylphenyl)amino)-7-methoxy-quinazolin-6-yl)-3-(1-methylpyrrolidin-2-yl)acrylamide